ClC=1C(=NC(=NC1)C)C1=CC=CC=2NC=NC21 4-(5-chloro-2-methylpyrimidin-4-yl)-1H-benzo[d]Imidazole